3-(1,4-dimethyl-1H-benzo[d][1,2,3]triazol-5-yl)-3-(3-(((R)-2-ethyl-2,3-dihydro-[1,4]oxazepino[7,6-b]quinolin-4(5H)-yl)methyl)-4-methylphenyl)-2,2-dimethylpropanoic acid methyl ester COC(C(C(C1=CC(=C(C=C1)C)CN1C[C@H](OC2=NC3=CC=CC=C3C=C2C1)CC)C1=C(C2=C(N(N=N2)C)C=C1)C)(C)C)=O